CC1=C(C=CC=C1)NC(N(C)C)=O 3-(2-methylphenyl)-1,1-dimethylurea